NC1=C(C(=O)NC2=NC(=CC=C2)C2=NN=CN2C(C)C)C=C(C=C1)Br 2-amino-5-bromo-N-(6-(4-isopropyl-4H-1,2,4-triazol-3-yl)pyridin-2-yl)benzamide